C(C)(C)(C)OC(NC1C2CNCC1CC2)=O Exo-N-(3-azabicyclo[3.2.1]oct-8-yl)carbamic acid tert-butyl ester